(3R,4S)-1-(tert-butoxycarbonyl)-4-(methyl((R)-1-phenylethyl)amino)pyrrolidine-3-carboxylic acid C(C)(C)(C)OC(=O)N1C[C@H]([C@@H](C1)N([C@H](C)C1=CC=CC=C1)C)C(=O)O